C(C)(C)(C)OC(=O)N1CC2=C(CC1)N(N=C2N2CCCC1=CC(=C(C=C21)C2CC2)C=2C=NN(C2)C)C2CCN(CC2)C(=O)OCC2=CC=CC=C2 benzyl 4-{5-[(tert-butoxy)carbonyl]-3-[7-cyclopropyl-6-(1-methylpyrazol-4-yl)-3,4-dihydro-2H-quinolin-1-yl]-4H,6H,7H-pyrazolo[4,3-c]pyridin-1-yl}piperidine-1-carboxylate